5-((3-fluorophenyl)ethynyl)-2,3-dihydro-1H-inden-1-ol FC=1C=C(C=CC1)C#CC=1C=C2CCC(C2=CC1)O